N4,N4-dimethylcyclohexane-1,4-diamine hydrochloride Cl.CN(C1CCC(CC1)N)C